ClC1=C(C=C(C=2C3=C(NC12)CCN(C3)C(CO)=O)C3=NN(C=C3)CC(=O)NCCCCC(=O)O)Cl 5-(2-(3-(6,7-dichloro-2-(2-hydroxyacetyl)-2,3,4,5-tetrahydro-1H-pyrido[4,3-b]indol-9-yl)-1H-pyrazol-1-yl)acetamido)pentanoic acid